CC1=NN2C(C=C(C=C2)NC(=O)N2CCC=3C2=NC=CC3N3CCN(C2(CC2)C3)C(=O)OC(C)(C)C)=C1 tert-butyl 7-(1-((2-methylpyrazolo[1,5-a]pyridin-5-yl)carbamoyl)-2,3-dihydro-1H-pyrrolo[2,3-b]pyridin-4-yl)-4,7-diazaspiro[2.5]octane-4-carboxylate